N-((4,5-dimethylthiazol-2-yl)(naphthalen-1-yl)methyl)-1-methyl-3-(trifluoromethyl)-1H-pyrazole-4-carboxamide CC=1N=C(SC1C)C(NC(=O)C=1C(=NN(C1)C)C(F)(F)F)C1=CC=CC2=CC=CC=C12